6-fluoro-3-methyl-N-(2-[[(2S)-2-methylpyrrolidin-1-yl]methyl]-1-[[2-(trimethylsilyl)ethoxy]methyl]pyrrolo[3,2-b]pyridin-6-yl)-1H-indazole-5-carboxamide FC1=C(C=C2C(=NNC2=C1)C)C(=O)NC=1C=C2C(=NC1)C=C(N2COCC[Si](C)(C)C)CN2[C@H](CCC2)C